3-cyclopropyl-6-(7,8-dimethyl-[1,2,4]triazolo[4,3-b]pyridazin-6-yl)-5,6,7,8-tetrahydro-1,6-naphthyridine C1(CC1)C=1C=NC=2CCN(CC2C1)C=1C(=C(C=2N(N1)C=NN2)C)C